C1(=CC=CC=C1)S(=O)(=O)Cl benzene-1-sulfonyl chloride